C1(CC1)[C@@H](C)NC(C1=CN=CC(=C1N1CC2(CCCN2)CC1)C1=CC(=CC(=C1)F)F)=O N-[(R)-1-cyclopropylethyl]-4-(1,7-diaza-7-spiro[4.4]nonyl)-5-(3,5-difluorophenyl)nicotinamide